C1(=CC=CC=C1)C1C(SC(C1C(=O)C=1OC=CC1)C1=CC=CC=C1)C(=O)C=1OC=CC1 (3,5-diphenyltetrahydrothiophene-2,4-diyl)bis(furan-2-ylmethanone)